BrC1=CC(=C(C(=C1C=O)F)[Si](C)(C)C)F 6-bromo-2,4-difluoro-3-(trimethylsilyl)benzaldehyde